N1(CCC1)CC1(CC1)NC(C(C)(C)C1=CC=C(C=C1)C(F)F)=O N-(1-(azetidin-1-ylmethyl)cyclopropyl)-2-(4-(difluoromethyl)phenyl)-2-methylpropanamide